COC=1C=C(C=CC1OC)C=1NC2=CC=C(C=C2C1C(C)C)C1=CC(=NC=C1)C(=O)N1CCN(CCC1)C (4-(2-(3,4-dimethoxyphenyl)-3-isopropyl-1H-indol-5-yl)pyridin-2-yl)(4-methyl-1,4-diazacycloheptan-1-yl)methanone